5-acetyl-6-methyl-2-(3-methoxyphenyl)indolizine-7-carboxylic acid ethyl ester C(C)OC(=O)C=1C(=C(N2C=C(C=C2C1)C1=CC(=CC=C1)OC)C(C)=O)C